(2S,5S)-4-(2-methylbicyclo[2.2.1]heptane-2-carbonyl)-2,3,4,5-tetrahydro-2,5-methanopyrido[3,4-f][1,4]oxazepine-9-carbonitrile CC1(C2CCC(C1)C2)C(=O)N2C[C@H]1OC3=C([C@@H]2C1)C=NC=C3C#N